CC1=C(C=CC=C1CN1CCC(CC1)C(=O)O)C1=CC=CC=C1 1-((2-methyl-[1,1'-biphenyl]-3-yl)methyl)piperidine-4-carboxylic acid